FC1=CN=C(C2=CC=CC=C12)C 4-Fluoro-1-methylisoquinoline